ClC1=C(N=C(NC1=O)C=1N(N=CC1)C)N1[C@@H](CNCC1)C 5-chloro-4-[(2R)-2-methylpiperazin-1-yl]-2-(2-methylpyrazol-3-yl)-1H-pyrimidin-6-one